C(C(C)C)OC(=O)C1(CC=CCC1)C(=O)O 3-cyclohexene-1,1-dicarboxylic acid isobutyl ester